ClC1=CC=C(C(=N1)F)[N+](=O)[O-] 6-chloro-2-fluoro-3-nitro-pyridine